C(C)(=O)C=1C(=CC2=C(OCO2)C1)NC(C(C)N1CCOCC1)=O N-(6-acetylbenzo[d][1,3]dioxol-5-yl)-2-morpholinopropionamide